(2S,4S)-1-[2-[4-[(8-ethoxy-5-quinolyl)amino]-1-piperidyl]acetyl]-4-fluoro-pyrrolidine-2-carbonitrile C(C)OC=1C=CC(=C2C=CC=NC12)NC1CCN(CC1)CC(=O)N1[C@@H](C[C@@H](C1)F)C#N